(S)-quinuclidin-3-yl (5-(2,4-dimethoxyphenyl)-2,2-dimethyl-2,3-dihydro-1H-inden-1-yl)carbamate COC1=C(C=CC(=C1)OC)C=1C=C2CC(C(C2=CC1)NC(O[C@@H]1CN2CCC1CC2)=O)(C)C